2,2'-methyliminodiethanol tert-butyl-(2R,5R)-2-(4-chlorophenyl)-5-(hydroxymethyl)pyrrolidine-1-carboxylate C(C)(C)(C)[C@@]1(N([C@H](CC1)CO)C(=O)OCCN(CCO)C)C1=CC=C(C=C1)Cl